3-chloro-N-(3-(3-cyanoquinoxaline-6-carbonyl)-4-fluorophenyl)benzamide ClC=1C=C(C(=O)NC2=CC(=C(C=C2)F)C(=O)C=2C=C3N=C(C=NC3=CC2)C#N)C=CC1